6-(Cyclopropanecarboxamido)-N-ethoxy-4-((5-fluoro-3-(5-fluoropyrimidin-2-yl)-2-methoxyphenyl)amino)nicotinamide C1(CC1)C(=O)NC1=NC=C(C(=O)NOCC)C(=C1)NC1=C(C(=CC(=C1)F)C1=NC=C(C=N1)F)OC